((2,6-diisopropylphenyl-imino-methyl)phenoxy)ruthenium C(C)(C)C1=C(C(=CC=C1)C(C)C)C(=N)C1=C(O[Ru])C=CC=C1